(R)-2-(4-((1-(pyridin-3-ylmethyl)pyrrolidin-3-yl)methoxy)phenyl)ethylamine N1=CC(=CC=C1)CN1C[C@@H](CC1)COC1=CC=C(C=C1)CCN